Cl.CN1C(C=CC2=C1N=CN=C2)=O 8-methyl-pyrido[2,3-d]Pyrimidin-7-one hydrochloride